C1(CC1)N1C(=NN=C1C1=CNC2=CC=CC=C12)SC(C(=O)NC1=C(C2=C(S1)CCC2)C(=O)N)C 2-(2-{[4-cyclopropyl-5-(1H-indol-3-yl)-4H-1,2,4-triazol-3-yl]sulfanyl}propanamido)-4H,5H,6H-cyclopenta[b]thiophene-3-carboxamide